2-(4-(tert-butyl)phenyl)-N-(2-(diethylamino)ethyl)-5-phenylOxazole-4-carboxamide C(C)(C)(C)C1=CC=C(C=C1)C=1OC(=C(N1)C(=O)NCCN(CC)CC)C1=CC=CC=C1